NC1=NC(=C(C=C1C=1C=C2CCNC(C2=CC1)=O)C1=CC=C(C=C1)OC1CCN(CC1)CCOC)F 6-(2-amino-6-fluoro-5-(4-((1-(2-methoxyethyl)piperidin-4-yl)oxy)phenyl)pyridin-3-yl)-3,4-dihydroisoquinolin-1(2H)-one